Manganese Trioxide [O-2].[O-2].[O-2].[Mn+6]